C(C)(C)(C)OC(=O)NC=1C=CC(=NC1C)C1=C(C(=NO1)C)C(=O)O 5-(5-((tert-butoxycarbonyl)amino)-6-methylpyridin-2-yl)-3-methylisoxazole-4-carboxylic acid